C(C1=CC=CC=C1)N(C1CCC(CC1)N1C[C@H](CC1)F)CC1=CC=CC=C1 (1S,4r)-N,N-dibenzyl-4-((S)-3-fluoropyrrolidin-1-yl)cyclohexan-1-amine